4-(2-fluorophenyl)-2-(pyrrolidin-1-yl)nicotinic acid FC1=C(C=CC=C1)C1=CC=NC(=C1C(=O)O)N1CCCC1